NC1=C(C(N(C2=CC(=CC=C12)Cl)C)=O)C#N 4-Amino-7-chloro-1-methyl-2-oxo-1,2-dihydroquinoline-3-carbonitrile